N-(3-methoxybenzyl)-4-((2-(3-methoxybenzyloxy)ethoxy)methyl)-N-(4-(4-methylpiperazin-1-yl)benzyl)oxazol-2-amine COC=1C=C(CN(C=2OC=C(N2)COCCOCC2=CC(=CC=C2)OC)CC2=CC=C(C=C2)N2CCN(CC2)C)C=CC1